ethyl 4-(2-bromo-4-fluorophenyl)-6-((((S)-1-(tert-butoxy)-3-(4-hydroxyphenyl)-1-oxopropan-2-yl) amino) methyl)-2-(thiazol-2-yl)-1,4-dihydropyrimidine-5-carboxylate BrC1=C(C=CC(=C1)F)C1N=C(NC(=C1C(=O)OCC)CN[C@H](C(=O)OC(C)(C)C)CC1=CC=C(C=C1)O)C=1SC=CN1